[Si](C)(C)(C(C)(C)C)OC1CC(C1)N 3-((tert-butyldimethylsilyl)oxy)cyclobutanamine